C1(=CC(=CC=C1)S)C (m-tolyl)sulfane